styrenone C(=CC1=CC=CC=C1)=O